9-[4-(cyclopentyloxy)phenyl]-3,4-dihydropyrazino[2,1-c][1,2,4]thiadiazine 2,2-dioxide C1(CCCC1)OC1=CC=C(C=C1)C1=NC=CN2C1=NS(CC2)(=O)=O